(2R,4R)-N-((S)-1-(((6-amino-2-methylpyridin-3-yl)methyl)amino)-1-oxopropan-2-yl)-4-phenethyl-pyrrolidine-2-carboxamide dihydrochloride Cl.Cl.NC1=CC=C(C(=N1)C)CNC([C@H](C)NC(=O)[C@@H]1NC[C@@H](C1)CCC1=CC=CC=C1)=O